3-((2-((2-(difluoromethoxy)-4-(4-(4-ethylpiperazin-1-yl)piperidin-1-yl)phenyl)amino)-5-(trifluoromethyl)pyrimidin-4-yl)amino)thiophene-2-carboxamide FC(OC1=C(C=CC(=C1)N1CCC(CC1)N1CCN(CC1)CC)NC1=NC=C(C(=N1)NC1=C(SC=C1)C(=O)N)C(F)(F)F)F